N1N=NN=C1C1=C(C=CC=C1)C1=CC(=CC(=N1)N(CC(C)C)CC1=CC=CC=C1)NC1=NC=C(C=C1C)F 6-(2-(1H-tetrazol-5-yl)phenyl)-N2-benzyl-N4-(5-fluoro-3-methylpyridin-2-yl)-N2-isobutylpyridine-2,4-diamine